6-{7-[4-(quinolin-5-yl)butanoyl]-3-oxa-7,9-diazabicyclo[3.3.1]nonan-9-yl}pyridine-3-carbonitrile N1=CC=CC2=C(C=CC=C12)CCCC(=O)N1CC2COCC(C1)N2C2=CC=C(C=N2)C#N